O=C1NC(CCC1N1C(N(C2=C1C=CC(=C2)C#CCCCCC=2N=NN(C2)CC2=CC=CC(=N2)N2[C@H]1CN([C@@H](C2)C1)C(=O)OC(C)(C)C)C)=O)=O tert-butyl (1R,4R)-5-[6-[[4-[6-[1-(2,6-dioxo-3-piperidyl)-3-methyl-2-oxo-benzimidazol-5-yl]hex-5-ynyl]triazol-1-yl]methyl]-2-pyridyl]-2,5-diazabicyclo[2.2.1]heptane-2-carboxylate